CN1N=C(C(=C1)NC(=O)C1=CC=CC(=N1)C=1C=NC=CC1)C1=NC=CN=C1 N-(1-methyl-3-(pyrazin-2-yl)-1H-pyrazol-4-yl)-[2,3'-bipyridine]-6-carboxamide